ethyl (S)-2-(2,5-difluoro-4-(6-((5-(trifluoromethyl)thiazol-2-yl)methoxy)pyridin-2-yl)benzyl)-4-fluoro-1-(oxetan-2-ylmethyl)-1H-benzo[d]imidazole-6-carboxylate FC1=C(CC2=NC3=C(N2C[C@H]2OCC2)C=C(C=C3F)C(=O)OCC)C=C(C(=C1)C1=NC(=CC=C1)OCC=1SC(=CN1)C(F)(F)F)F